BrC=1C=C(C(=C2C=CC=NC12)/N=C/N(C)C)C(=O)C=1C2=CN(N=C2C=CC1F)C1OCCCC1 (E)-N'-[8-bromo-6-[5-fluoro-2-(oxan-2-yl)indazole-4-carbonyl]quinolin-5-yl]-N,N-dimethylmethanimidamide